2-(imidazo[1,2-a]pyridin-2-yl)acetic acid N=1C(=CN2C1C=CC=C2)CC(=O)O